C(CCCCCCCCCCCCCCCCC)OCC(OC)CO l-O-octadecyl-2-O-methyl-glycerol